N-(2-methoxy-5-(4-(4-((6-(trifluoromethyl)pyridazin-3-yl)oxy)phenyl)piperidine-1-carbonyl)pyridin-3-yl)-1-phenylmethanesulfonamide COC1=NC=C(C=C1NS(=O)(=O)CC1=CC=CC=C1)C(=O)N1CCC(CC1)C1=CC=C(C=C1)OC=1N=NC(=CC1)C(F)(F)F